CC(=CC[SiH](C1=CC=CC=C1)C1=CC=CC=C1)C di(methyl)allyldiphenylsilane